N-azidoacetaminoglucosamine N(=[N+]=[N-])N[C@H]1C(O)(O[C@@H]([C@H]([C@@H]1O)O)CO)NC(=O)C